O=C1NC(CCC1N1C(C2=CC=C(C=C2C1)SCCCC(=O)N1CCN(CC1)C1CCN(CC1)C=1C(=CC2=C(C(C=3NC4=CC(=CC=C4C3C2=O)C#N)(C)C)C1)CC)=O)=O 8-(4-(4-(4-((2-(2,6-dioxopiperidin-3-yl)-1-oxoisoindolin-5-yl)thio)butyryl)piperazin-1-yl)piperidin-1-yl)-9-ethyl-6,6-dimethyl-11-oxo-6,11-dihydro-5H-benzo[b]carbazole-3-carbonitrile